ClC1=CC=NC2=C(C=CC(=C12)C1=C(C=C(C(=C1)F)F)OC)C[C@@H](C(=O)O)NC(C1=C(C=CC=C1Cl)Cl)=O (S)-3-(4-chloro-5-(4,5-difluoro-2-methoxyphenyl)quinolin-8-yl)-2-(2,6-dichlorobenzoylamino)propionic acid